C(C)(C)(C)O[C@H]1[C@@H](C[C@H]2N(CCC3=CC(=C(C=C23)OC)OCCCS(=O)(=O)C)C1)O (2R,3R,11bR)-3-(tert-butoxy)-10-methoxy-9-(3-(methylsulfonyl)propoxy)-1,3,4,6,7,11b-hexahydro-2H-pyrido[2,1-a]isoquinolin-2-ol